N-((2S,3R)-1-amino-3-hydroxy-1-oxobutan-2-yl)-5-isobutyl-1-oxo-2,5-diazaspiro[3.4]octane-6-carboxamide NC([C@H]([C@@H](C)O)NC(=O)C1N(C2(CNC2=O)CC1)CC(C)C)=O